ClC1=C(C=CC(=C1)Cl)C1=NC=NC=C1N1C=NC=C1 4-(2,4-dichlorophenyl)-5-imidazol-1-ylpyrimidin